NC1=CC(=C(C=C1)O)C(CO)O 4-Amino-2-(1,2-dihydroxy-ethyl)phenol